5-(3,5-Ditert-butyl-4-hydroxybenzyl)-2-thioxodihydropyrimidine-4,6(1H,5H)-dione C(C)(C)(C)C=1C=C(CC2C(NC(NC2=O)=S)=O)C=C(C1O)C(C)(C)C